tert-Butyl (S)-((3'-chloro-6-methoxy-2'-(2-methyl-3-(4-vinylthiazole-2-carboxamido)phenyl)-[2,4'-bipyridin]-5-yl)methyl)((5-oxopyrrolidin-2-yl)methyl)carbamate ClC=1C(=NC=CC1C1=NC(=C(C=C1)CN(C(OC(C)(C)C)=O)C[C@H]1NC(CC1)=O)OC)C1=C(C(=CC=C1)NC(=O)C=1SC=C(N1)C=C)C